C(#N)C1=CC(=C(C=C1)CCCC(=O)O)NC(=O)[C@H]1[C@]2(C1)CCOC1=CC=C(C=C12)C=1C=NC(=CC1)OC 4-[4-cyano-2-({[(2'R,4S)-6-(6-methoxy-3-pyridinyl)-2,3-dihydrospiro[chromen-4,1'-cyclopropane]-2'-yl]carbonyl}amino)phenyl]butanoic acid